C(C)(C)C1=C(NC2=CC=C(C=C12)C1CCNCC1)C=1C=C(C=2N(C1)C=C(N2)C)C(F)(F)F 6-(3-isopropyl-5-(piperidin-4-yl)-1H-indol-2-yl)-2-methyl-8-(trifluoromethyl)imidazo[1,2-a]pyridine